FC1=C2CCC(C2=CC=C1)(C(=O)O)CO 4-fluoro-1-(hydroxymethyl)indane-1-carboxylic acid